monosodium, monohydrate O.[Na]